FC1=C(CNS(=O)(=O)C2=CC=C(C=C2)NC(=O)NCC2=CC=NC=C2)C(=CC=C1)F N-(2,6-difluorobenzyl)-4-(3-(pyridin-4-ylmethyl)ureido)benzenesulfonamide